5-(8-((1R,2R)-2-(3,4-difluorophenyl)cyclopropyl)imidazo[1,2-b]pyridazin-6-yl)pyrimidine-2,4(1H,3H)-dione FC=1C=C(C=CC1F)[C@H]1[C@@H](C1)C=1C=2N(N=C(C1)C=1C(NC(NC1)=O)=O)C=CN2